S1C=NC2=C1C=CC(=C2)NC(=O)C2C(CN(CC2)S(=O)(=O)C=2C(=NN(C2)C)C)F N-(benzo[d]thiazol-5-yl)-1-((1,3-dimethyl-1H-pyrazol-4-yl)sulfonyl)-3-fluoropiperidine-4-carboxamide